C(#N)C1=CC=CC(=N1)C(CNC(=O)C1=NN(N=C1)C1=C(C=C(C=C1)F)F)(C)C=1C=NN(C1)C N-[2-(6-cyano-2-pyridyl)-2-(1-methylpyrazol-4-yl)propyl]-2-(2,4-difluorophenyl)triazole-4-carboxamide